2-fluoro-N-(2-oxo-2-(4-(5-(trifluoromethyl)-1,2,4-oxadiazol-3-yl)phenyl)ethyl)benzenesulfonamide FC1=C(C=CC=C1)S(=O)(=O)NCC(C1=CC=C(C=C1)C1=NOC(=N1)C(F)(F)F)=O